(S)-2'-chloro-6'-[5-(4-methoxyphenyl)-1H-imidazol-2-yl]-4-{[(1R)-1-phenylbutyl]carbamoyl}-[1,1'-biphenyl]-2-carboxylic acid ClC1=C(C(=CC=C1)C=1NC(=CN1)C1=CC=C(C=C1)OC)C=1C(=CC(=CC1)C(N[C@H](CCC)C1=CC=CC=C1)=O)C(=O)O